1-(difluoromethyl)-1H-pyrazole-3-carboxamide trifluoromethyl-acetate (trifluoromethyl-acetate) FC(F)(F)CC(=O)O.FC(F)(F)OC(C)=O.FC(N1N=C(C=C1)C(=O)N)F